Cl.C(C1=CC=CC=C1)N1C(N(SC1=O)CCN1CCN(CC1)C(=O)C1CC1)=O benzyl-2-(2-(4-(cyclopropylcarbonyl)piperazin-1-yl)ethyl)-1,2,4-thiadiazolidine-3,5-dione hydrochloride